4-(5-(3,5-dichloro-4-fluorophenyl)-5-trifluoromethyl-4,5-dihydroisoxazol-3-yl)-2-methylbenzoyl chloride ClC=1C=C(C=C(C1F)Cl)C1(CC(=NO1)C1=CC(=C(C(=O)Cl)C=C1)C)C(F)(F)F